CS(=CC(=O)C1CC(C1)C(=O)N([C@H](C(=O)OC(C)(C)C)C(C)C)C)(=O)C tert-butyl (2S)-2-[[3-[2-[dimethyl(oxo)-λ6-sulfanylidene]acetyl]cyclobutanecarbonyl]-methyl-amino]-3-methyl-butanoate